[I-].CN1C(C=CC2=CC=CC=C12)C 1,2-dimethylquinoline iodide